N[C@@H]1C[C@@H](CC12CCN(CC2)C=2C(=NC(=C(N2)C)C2=C(C(=CC=C2)Cl)Cl)CO)OC 3-[(1R,3R)-1-amino-3-methoxy-8-azaspiro[4.5]dec-8-yl]-6-(2,3-dichlorophenyl)-5-methyl-2-pyrazinmethanol